6-(3-(methoxymethyl)cyclobutyl)thiazolo[4,5-b]pyrazin-2-amine COCC1CC(C1)C=1N=C2C(=NC1)N=C(S2)N